3-((4-(3',3'-difluoro-[1,4'-bipiperidin]-4-yl)-3-fluorophenyl)amino)piperidine-2,6-dione FC1(CNCCC1N1CCC(CC1)C1=C(C=C(C=C1)NC1C(NC(CC1)=O)=O)F)F